CC1=C(C2=C(N1)C(CC2)=C2C(NC1=CC=C(C=C21)N2[C@@H](COCC2)C)=O)C(=O)OCC Ethyl (R)-2-methyl-6-(5-(3-methylmorpholino)-2-oxoindolin-3-ylidene)-1,4,5,6-tetrahydrocyclopenta[b]pyrrole-3-carboxylate